4-(4-chlorophenyl)-3,4-dihydroquinoxaline ClC1=CC=C(C=C1)N1CC=NC2=CC=CC=C12